2-((2-(6-(2-((6-(5-(((cyclohexyloxy)carbonyl)amino)-6-methylpyridin-3-yl)benzo[d]thiazol-2-yl)amino)-2-oxoethyl)-2,6-diazaspiro[3.3]heptan-2-yl)pyrimidin-5-yl)oxy)acetic acid C1(CCCCC1)OC(=O)NC=1C=C(C=NC1C)C1=CC2=C(N=C(S2)NC(CN2CC3(CN(C3)C3=NC=C(C=N3)OCC(=O)O)C2)=O)C=C1